C(C)OC=1C=C(C=CC1)C1=CC2=C(O[C@H](CN2S(=O)(=O)C2=CC(=CC=C2)C(F)(F)F)CCC(=O)O)C=C1 (S)-3-(6-(3-ethoxyphenyl)-4-((3-(trifluoromethyl)phenyl)-sulfonyl)-3,4-dihydro-2H-benzo[b][1,4]-oxazin-2-yl)propanoic acid